NC1=C(C(=O)O)C(=CC=C1)NC1=C(C=NC2=CC=C(C=C12)Br)S(=O)(=O)N1CCOCC1 2-amino-6-[(6-bromo-3-morpholinosulfonyl-4-quinolyl)amino]benzoic acid